C(C)(C)(C)[Si](C1=CC=CC=C1)(C1=CC=CC=C1)Cl tert-butyl(chloro)bis(phenyl)silane